4-(((6,8-dimethyl-4-oxochroman-7-yl)oxy)(pyridin-4-yl)methyl)benzonitrile CC=1C=C2C(CCOC2=C(C1OC(C1=CC=C(C#N)C=C1)C1=CC=NC=C1)C)=O